1-methylpiperidin-4-ol CN1CCC(CC1)O